CS(=O)(=O)C=1C=CC=C2C(=C(C=NC12)C#N)NCC(C)(C)C 8-(methylsulfonyl)-4-(neopentylamino)quinoline-3-carbonitrile